CC1=C(C=CC=C1NC(C(CC)=C)=O)C1=C2C=CNC2=C(C=C1)C(=O)N 4-(2-methyl-3-(2-methylenebutanamido)phenyl)-1H-indole-7-carboxamide